C(C)(C)(C)C1=C(C=CC=C1)C=1C(=NC=CC1)C1=C(C=CC=C1)C(C)(C)C bis[2-tert-butylphenyl]pyridine